3-methyl-5-methylsulfanyl-6-(1-phenylethyl)-1,2,4-triazine CC=1N=NC(=C(N1)SC)C(C)C1=CC=CC=C1